(S)-4-Cyclopropyl-N-((7-((5,5-difluoro-2-oxotetrahydropyrimidin-1(2H)-yl)methyl)imidazo[1,2-b]pyridazin-2-yl)(4,4-difluorocyclohexyl)methyl)-1,2,5-oxadiazole-3-carboxamide C1(CC1)C=1C(=NON1)C(=O)N[C@@H](C1CCC(CC1)(F)F)C=1N=C2N(N=CC(=C2)CN2C(NCC(C2)(F)F)=O)C1